N1N=CC(=C1)C1=NC(=CC(=C1)SCC1=NC2=C(N1)C=CC(=C2)OC2=CC=CC=C2)C(F)(F)F 2-(((2-(1H-pyrazol-4-yl)-6-(trifluoromethyl)pyridin-4-yl)thio)methyl)-5-phenoxy-1H-benzo[d]imidazole